(S)-4-(5-bromo-7-(4-chloropyridin-2-yl)-7H-pyrrolo[2,3-d]pyrimidin-4-yl)-3-methylpiperazine-1-carboxylic acid tert-butyl ester C(C)(C)(C)OC(=O)N1C[C@@H](N(CC1)C=1C2=C(N=CN1)N(C=C2Br)C2=NC=CC(=C2)Cl)C